FC=1C=C(C#N)C=CC1COC1=NC(=CC=C1)N(C1CCNCC1)C 3-fluoro-4-(((6-(methyl(piperidin-4-yl)amino)pyridin-2-yl)oxy)methyl)benzonitrile